CC1=NN(C(=C1C=1C=NN2C1C=C(C=C2)N2N=C(C(=C2)C(=O)O)C(F)(F)F)C)CC(F)(F)F 1-[3-[3,5-dimethyl-1-(2,2,2-trifluoroethyl)pyrazol-4-yl]pyrazolo[1,5-a]pyridin-5-yl]-3-(trifluoromethyl)pyrazole-4-carboxylic acid